(3R,4R)-1-[(4-methoxyphenyl)methyl]-4-methyl-piperidine-3-carbaldehyde COC1=CC=C(C=C1)CN1C[C@@H]([C@@H](CC1)C)C=O